2-bromo-3,4,5-trifluoroaniline BrC1=C(N)C=C(C(=C1F)F)F